BrC=1C(=CC=2C(=NSC2N2CC3(C2)CNC3)C1F)Cl 6-bromo-5-chloro-7-fluoro-3-(2,6-diazaspiro[3.3]heptan-2-yl)benzo[c]isothiazole